CN1C2=C(CC[C@H](C1=O)NC(C1=NC=CC(=C1)OC1=CC=CC=C1)=O)C=CC(=C2)N2CC1(C2)CCCCC1 |r| (±)-N-(1-Methyl-2-oxo-8-(2-azaspiro[3.5]nonan-2-yl)-2,3,4,5-tetrahydro-1H-benzo[b]azepin-3-yl)-4-phenoxypicolinamide